COC(NC1=NC2=C(N1)C=CC(=C2)SC2=CC=C(C=C2)N2C=NC(=C2)C)=O Methyl(5-((4-(4-methyl-1H-imidazol-1-yl)phenyl)thio)-1H-benzo[d]imidazol-2-yl)carbamate